D-(+)-fructofuranose OCC1(O)[C@@H](O)[C@H](O)[C@H](O1)CO